FC(C(=O)O)(F)F.ClC=1C=C(C=CC1)C(CC#N)N1N=CC(=C1)C=1C2=C(N=CN1)NC=C2 3-(3-chlorophenyl)-3-[4-(7H-pyrrolo[2,3-d]pyrimidin-4-yl)-1H-pyrazol-1-yl]propanenitrile trifluoroacetate